1,3-dibromo-5-tert-butyl-2-chlorobenzene BrC1=C(C(=CC(=C1)C(C)(C)C)Br)Cl